(3aR,6aS)-5-(4-bromophenyl)-2-ethyl-1,2,3,3a,4,6a-hexahydrocyclopenta[c]Pyrrole BrC1=CC=C(C=C1)C=1C[C@@H]2[C@@H](CN(C2)CC)C1